COC=1C=C(CN(C(=O)OCCOC(=O)C=2C=NC=C(C2)C(=O)OCCOC(=O)N(CC2=CC(=CC=C2)OC)CC2=CC(=CC=C2)OC)CC2=CC(=CC=C2)OC)C=CC1 bis(2-{bis(3-methoxybenzyl)aminocarbonyloxy} ethyl)3,5-pyridinedicarboxylate